(S)-(5-(2-(1-cyclopropylethyl)-7-(difluoromethoxy)-1-oxoisoindolin-5-yl)-4-methylthiazol-2-yl)carbamic acid ethyl ester C(C)OC(NC=1SC(=C(N1)C)C=1C=C2CN(C(C2=C(C1)OC(F)F)=O)[C@@H](C)C1CC1)=O